1-[(4-methoxyphenyl)sulfonyl]-N-(2-methyl-5-benzothiazolyl)-4-piperidinecarboxamide COC1=CC=C(C=C1)S(=O)(=O)N1CCC(CC1)C(=O)NC=1C=CC2=C(N=C(S2)C)C1